CC=1C(=C(N(N1)CC1COCCC1)C(=O)NC1=CC(=CC=C1)S(=O)(=O)C)C(F)(F)F 5-methyl-N-(3-methylsulfonylphenyl)-2-(oxan-3-ylmethyl)-4-(trifluoromethyl)pyrazole-3-carboxamide